FC=1C=C(C=CC1)[C@@H]1N(CCC1)C=1C=CC=2N(N1)C(=CN2)C=2CN(CC2)C(=O)OC(C)(C)C tert-butyl (R)-3-(6-(2-(3-fluorophenyl) pyrrolidin-1-yl) imidazo[1,2-b]pyridazin-3-yl)-2,5-dihydro-1H-pyrrole-1-carboxylate